6H-benzol C1C=CC=CC1